4-(2-Thienyl)butanoyl chloride S1C(=CC=C1)CCCC(=O)Cl